FC1=C(C(=CC(=C1)OC1CN(C1)CCCF)F)[C@H]1N([C@@H](CC2=C1NC1=CC=CC=C21)C)CC(C)(C)F (1R,3R)-1-(2,6-difluoro-4-((1-(3-fluoropropyl)azetidin-3-yl)oxy)phenyl)-2-(2-fluoro-2-methylpropyl)-3-methyl-2,3,4,9-tetrahydro-1H-pyrido[3,4-b]indole